3-(5-((2-((1-(4-((5-chloro-4-((2-(dimethylphosphono)phenyl)amino)pyrimidin-2-yl)amino)-3-methoxyphenyl)piperidin-4-yl)amino)ethyl)amino)-1-oxoisoindolin-2-yl)piperidine-2,6-dione ClC=1C(=NC(=NC1)NC1=C(C=C(C=C1)N1CCC(CC1)NCCNC=1C=C2CN(C(C2=CC1)=O)C1C(NC(CC1)=O)=O)OC)NC1=C(C=CC=C1)P(=O)(OC)OC